3-chloro-N-methyl-4,5,6,7-tetrahydro-2-benzothiophen-5-amine hydrochloride Cl.ClC=1SC=C2C1CC(CC2)NC